COC1CC(C1)C(=O)NC1=CC2=C(C=N1)C=C(N2)C2=CC(=NC=C2)C (1r,3r)-3-methoxy-N-(2-(2-methylpyridin-4-yl)-1H-pyrrolo[3,2-c]pyridin-6-yl)cyclobutanecarboxamide